FC1=C(C=C(C(=C1O)O)OC)C1=NC2=C(N1C1(COC1)C)C=C(C=C2)C(=O)NC=2C=NC=CC2 2-(2-fluoro-3,4-dihydroxy-5-methoxyphenyl)-1-(3-methyloxetan-3-yl)-N-(pyridin-3-yl)-1H-1,3-benzodiazole-6-carboxamide